FC=1C=C(C=CC1F)N1C(N([C@@H](C1)C#N)C1=CN=CC2=CC=CC=C12)=O (S)-1-(3,4-difluorophenyl)-3-(isoquinolin-4-yl)-2-oxoimidazolidine-4-carbonitrile